N-methyl-2-ethanolamine CNCCO